urethane acrylate compound with propylene glycol monomethyl ether acetate C(C)(=O)OC(COC)C.C(C=C)(=O)O.NC(=O)OCC